(2S,4R)-4-hydroxypiperidine-1,2-dicarboxylic acid 1-(tert-butyl) 2-methyl ester COC(=O)[C@H]1N(CC[C@H](C1)O)C(=O)OC(C)(C)C